N-[(1s,4s)-4-{[2-(difluoromethyl)imidazo[1,2-a]pyridin-5-yl]amino}cyclohexyl]-1,3-thiazole-5-carboxamide FC(C=1N=C2N(C(=CC=C2)NC2CCC(CC2)NC(=O)C2=CN=CS2)C1)F